OC(C#CC=O)(CC)C 4-HYDROXY-4-METHYL-HEX-2-YNAL